C(C)(=O)N1C2C[C@@H](C(C1)CC2)CC(=O)NC2=NC=C(C(=C2)C2=C1N(N=C2)CC(C1)(C)C)Cl 2-((5R)-2-acetyl-2-azabicyclo[2.2.2]oct-5-yl)-N-(5-chloro-4-(5,5-dimethyl-5,6-dihydro-4H-pyrrolo[1,2-b]pyrazol-3-yl)pyridin-2-yl)acetamide